(3S)-N-[3-(2-[[(1S,3S)-3-hydroxycyclopentyl]oxy]-6-(morpholin-4-yl)pyridin-4-yl)-4-methylphenyl]-3-(2,2,2-trifluoroethyl)pyrrolidine-1-carboxamide O[C@@H]1C[C@H](CC1)OC1=NC(=CC(=C1)C=1C=C(C=CC1C)NC(=O)N1C[C@@H](CC1)CC(F)(F)F)N1CCOCC1